C(C=C)(=O)OC1=CC=C(C=C1)C(=C(C1=CC=C(C=C1)OC(C=C)=O)CCCC)CCCC 4,4'-diacryloyloxydibutylstilben